C1(CC1)CNC1COCC2=CC(=CC=C12)C(F)(F)F N-(cyclopropylmethyl)-7-(trifluoromethyl)isochroman-4-amine